(3R)-1-((2-(2'-Chloro-2-methyl-3'-(3-(pyrrolidin-2-yl)-1,7-naphthyridin-8-ylamino)biphenyl-3-yl)-7-cyanobenzo[d]oxazol-5-yl)methyl)pyrrolidin ClC1=C(C=CC=C1NC=1N=CC=C2C=C(C=NC12)C1NCCC1)C1=C(C(=CC=C1)C=1OC2=C(N1)C=C(C=C2C#N)CN2CCCC2)C